C1(CCCCC1)C=1C=C(C=CC1)C1=CC=C(C=C1)SC=1N=NNC1C(=O)O 4-((3'-cyclohexyl-[1,1'-biphenyl]-4-yl)thio)-1H-1,2,3-triazole-5-carboxylic acid